N1-((ethylimino)methylene)-N3,N3-dimethylpropane-1,3-diamine HCl Cl.C(C)N=C=NCCCN(C)C